(2S,4R)-1-[(2S)-2-[4-[(2-fluorophenoxy)methyl]triazol-1-yl]-3,3-dimethyl-butanoyl]-4-hydroxy-N-methyl-pyrrolidine-2-carboxamide FC1=C(OCC=2N=NN(C2)[C@H](C(=O)N2[C@@H](C[C@H](C2)O)C(=O)NC)C(C)(C)C)C=CC=C1